COC1=C(C=O)C=CC(=C1)O 2-methoxy-4-hydroxybenzaldehyde